(chlorooxy)({[(chlorooxy)diisopropylsilyl]oxy})diisopropylsilane methyl-4'-(difluoromethyl)-5-(ethylsulfonamido)-[1,1'-biphenyl]-2-carboxylate COC(=O)C=1C(=CC(=CC1)NS(=O)(=O)CC)C1=CC=C(C=C1)C(F)F.ClO[Si](C(C)C)(C(C)C)O[Si](C(C)C)(C(C)C)OCl